bromo-2-methyl-4H-benzo[b][1,2,4]triazolo[1,5-d][1,4]oxazine BrC1C=2N(C3=C(O1)C=CC=C3)N=C(N2)C